O=NNC(=O)C1=CC=NN1 oxodiAzole-5-carboxylic hydrazide